FC1=C(C=CC=C1C(F)(F)F)[C@@H](C)NC(=O)C1=NN(C(C=C1)=O)C=1C=NC=C(C1)C=1N(N=NC1)C1CCNCC1 N-[(1R)-1-[2-fluoro-3-(trifluoromethyl)phenyl]ethyl]-6-oxo-1-[5-[3-(4-piperidyl)triazol-4-yl]-3-pyridyl]pyridazine-3-carboxamide